NC1=NC=CC(=C1)C1(C(NC(CC1)=O)=O)C 3-(2-aminopyridin-4-yl)-3-methylpiperidine-2,6-dione